C(C)CC(=O)OCCC(C)C 3-Methylbutanol Ethylacetate